C(C)(=O)N[C@H](C(=O)N[C@H](C(=O)O)CCC(C)(C)C)CC1=CC=CC=C1 (S)-2-((S)-2-acetamido-3-phenylpropionylamino)-5,5-dimethylhexanoic acid